P,P'-((2-propen-1-ylimino)bis(methylene))bis-phosphonic acid C(C=C)N(CP(O)(O)=O)CP(O)(O)=O